t-butyl (2S,4R)-4-(3-bromo-5-chloroindazol-2-yl)-2,4-dicarbamoylpyrrolidine-1-carboxylate BrC=1N(N=C2C=CC(=CC12)Cl)[C@@]1(C[C@H](N(C1)C(=O)OC(C)(C)C)C(N)=O)C(N)=O